N(N)C1=C(C=CC=C1)C (1,2-diazaethyl)-2-methylbenzene